((5-chloro-2-methylphenyl)aminomethylmethanesulfonyl)benzamide ClC=1C=CC(=C(C1)NCCS(=O)(=O)C1=C(C(=O)N)C=CC=C1)C